O1C[C@@H](CC1)N (3R)-oxolane-3-amine